2-chloro-5-nitro-N-(oxetan-3-yl)pyridin-4-amine ClC1=NC=C(C(=C1)NC1COC1)[N+](=O)[O-]